1-((2-(5-methylpyridin-2-yl)cyclopropyl)methyl)-1H-benzo[d]imidazol CC=1C=CC(=NC1)C1C(C1)CN1C=NC2=C1C=CC=C2